NC=1C=C(C=CC1NC1=CC=C(C=C1)F)O 3-amino-4-[(4-fluorophenyl)amino]phenol